L-alanylserine methyl ester COC([C@@H](NC([C@@H](N)C)=O)CO)=O